4-(3-methylphenyl)piperazine-1-yl-N-(4-(3-methylphenyl)thiazole-2-yl)propionamide CC=1C=C(C=CC1)N1CCN(CC1)C(C(=O)NC=1SC=C(N1)C1=CC(=CC=C1)C)C